FC=1C=CC(=C(C1)C1CCN(CC1)[C@@H]1COC2(CN(C2)C=2OC=CN2)C1)O[C@H]1COCC1 (S)-7-(4-(5-fluoro-2-(((R)-tetrahydrofuran-3-yl)oxy)phenyl)piperidin-1-yl)-2-(oxazol-2-yl)-5-oxa-2-azaspiro[3.4]octane